2-methyl-1H-imidazole-1-ethanol CC=1N(C=CN1)CCO